2-chloro-N-(5-((E)-2-(2-(((1r,4r)-4-(dimethylamino)cyclohexyl)amino)pyrimidin-5-yl)vinyl)-6-methoxypyridin-2-yl)benzenesulfonamide ClC1=C(C=CC=C1)S(=O)(=O)NC1=NC(=C(C=C1)\C=C\C=1C=NC(=NC1)NC1CCC(CC1)N(C)C)OC